C(#N)C=1C=C(C=CC1)C=1N=C(SC1C1=CC(=NC(=C1)C)C)NC(=O)N1CC(C1)O N-[4-(3-Cyanophenyl)-5-(2,6-dimethyl-4-pyridyl)thiazol-2-yl]-3-hydroxy-azetidin-1-carboxamid